2,3,4,9-tetrahydro-1H-pyrido[3,4-b]indol C1NCCC2=C1NC1=CC=CC=C21